thiolundecanoic acid S1C(=CC=C1)CCCCCCCCCCC(=O)O